COC(=O)C1=C(SC(=C1C)C(NCCNC(CNC(CNC(CNC(OC(C)(C)C)=O)=O)=O)=O)=O)NC(C(CC)C1=CC=C(C=C1)F)=O 5-((2,2-dimethyl-4,7,10,13-tetraoxo-3-oxa-5,8,11,14-tetraazahexadecan-16-yl)carbamoyl)-2-(2-(4-fluorophenyl)butyrylamino)-4-methylthiophene-3-carboxylic acid methyl ester